3-(5-amino-1,2,4-oxadiazol-3-yl)benzonitrile NC1=NC(=NO1)C=1C=C(C#N)C=CC1